NC1(CCN(CC1)C1=NC(=C(C(=N1)C(=O)N)C=1C=NC=CC1Cl)C)C 2-(4-amino-4-methyl-piperidin-1-yl)-5-(4-chloro-pyridin-3-yl)-6-methyl-pyrimidine-4-carboxylic acid amide